C(C)(C)C1=CC=CC2=C1N(C(N2C)=O)C 7-isopropyl-1,3-dimethyl-2-oxo-2,3-dihydro-1H-benzo[d]imidazole